Tert-butyl (3-(6-hydroxy-2-morpholinopyrimidine-4-yl)oxetan-3-yl)carbamate OC1=CC(=NC(=N1)N1CCOCC1)C1(COC1)NC(OC(C)(C)C)=O